C1=C(C=CC2=CC=CC=C12)C=1C2=CC=CC=C2C(=C2C=CC(=CC12)C1=CC=C(C=C1)C1=NC2=C(N1C1=CC=CC=C1)C=CC=C2)C2=CC1=CC=CC=C1C=C2 2-[4-(9,10-dinaphthalen-2-ylanthracen-2-yl)-phenyl]-1-phenyl-1H-benzimidazole